C1(=CC=CC=C1)C1N(CCC(C1)(C)C)CCC phenyl-propyl-dimethylpiperidine